ClCCC[Si](OCC)(OCC)OCC chloropropyltriethoxysilane